CC1=NC(=NS1)[C@H]1N(CCC1)C(=O)OCC1=CC=CC=C1 Benzyl (2S)-2-(5-methyl-1,2,4-thiadiazol-3-yl)pyrrolidine-1-carboxylate